3-[(4-chloro-2-cyclopropylbenzyl)amino]pyridine-4-carboxylic acid ClC1=CC(=C(CNC=2C=NC=CC2C(=O)O)C=C1)C1CC1